CC(CCN([C@@H]1[C@H](CCCC1)CC=1C(=C2CN(C(C2=CC1)=O)C1C(NC(CC1)=O)=O)F)CCC(C)(C)C)(C)C 3-(5-(((1R,2S)-2-(bis(3,3-dimethylbutyl)amino)cyclohexyl)methyl)-4-fluoro-1-oxoisoindolin-2-yl)piperidine-2,6-dione